(R)-(2-methoxyphenyl)-2-((tetrahydro-2H-pyran-4-yl)oxy)ethanol COC1=C(C=CC=C1)[C@H](COC1CCOCC1)O